2-(6-(4-(5-(benzyloxy)-6-methylpyrimidine-4-carbonyl)piperazin-1-yl)-2-(3,6-dihydro-2H-pyran-4-yl)-5-ethyl-7-oxo-[1,2,4]triazolo[1,5-a]pyrimidin-4(7H)-yl)acetyl chloride C(C1=CC=CC=C1)OC=1C(=NC=NC1C)C(=O)N1CCN(CC1)C1=C(N(C=2N(C1=O)N=C(N2)C=2CCOCC2)CC(=O)Cl)CC